methyl 5-(1-aminoisoquinolin-5-yl)-3-(2-(2-ethoxy-2-oxoethyl)-5-fluorophenoxy)-2,3-dihydrospiro[indene-1,4'-piperidine]-1'-carboxylate NC1=NC=CC2=C(C=CC=C12)C=1C=C2C(CC3(CCN(CC3)C(=O)OC)C2=CC1)OC1=C(C=CC(=C1)F)CC(=O)OCC